BrCC(=O)NCC(F)(F)C1=CC(=CC=C1)Br 2-bromo-N-(2-(3-bromophenyl)-2,2-difluoroethyl)acetamide